S=O sulfur-oxide